[5-ethylsulfonyl-6-[8-(2,2,3,3,3-pentafluoropropoxy)imidazo[1,5-a]pyridin-3-yl]-3-pyridyl]imino-dimethyl-oxo-λ6-sulfane C(C)S(=O)(=O)C=1C=C(C=NC1C1=NC=C2N1C=CC=C2OCC(C(F)(F)F)(F)F)N=S(=O)(C)C